CN(C=CCCC=C(CCCCCCCCC=CCC=CCCCCC)CCCCCCCC\C=C/C\C=C/CCCCC)C N,N-dimethyl-6-((9z,12z)-octadeca-9,12-dien-1-yl)tetracosen-5,15,18-trien-1-amine